tripotassium trisodium [Na].[Na].[Na].[K].[K].[K]